C(C)(C)(C)OC(=O)N(C([O-])=O)CC1=C(C(=CC=C1B1OC(C(O1)(C)C)(C)C)OC1=NC=CC(=N1)C)F (tert-butoxycarbonyl)(2-fluoro-3-((4-methylpyrimidin-2-yl)oxy)-6-(4,4,5,5-tetramethyl-1,3,2-Dioxaborolan-2-yl)benzyl)carbamate